2,3-dimethyl-4-methoxy-pyridine CC1=NC=CC(=C1C)OC